N-((1r,3r)-3-(9-(1-Isopropyl-1H-indazol-5-yl)-8-(1-methyl-1H-pyrazol-4-yl)-2-oxo-2,3,4,7-tetrahydro-1H-pyrrolo[3',2':5,6]pyrido[4,3-d]pyrimidin-1-yl)cyclobutyl)acetamide C(C)(C)N1N=CC2=CC(=CC=C12)C1=C(NC2=C1C=1N(C(NCC1C=N2)=O)C2CC(C2)NC(C)=O)C=2C=NN(C2)C